C(C)(C)C1=C(NC2=C1N=C(N=C2)C2CCN(CC2)C2COC2)C=2C=C(C=1N(C2)N=CN1)C 6-(7-isopropyl-2-(1-(oxetan-3-yl)piperidin-4-yl)-5H-pyrrolo[3,2-d]pyrimidin-6-yl)-8-methyl-[1,2,4]triazolo[1,5-a]pyridine